difluoromethyl-sulfinate FC(F)S(=O)[O-]